COC=1C=C(C=CC1OC)C(COC1=C(C=CC=C1OC)OC)=O 1-(3,4-dimethoxyphenyl)-2-(2,6-dimethoxyphenoxy)ethan-1-one